2,4-dihydroxyl-3-aminobenzophenone OC1=C(C(=O)C2=CC=CC=C2)C=CC(=C1N)O